N(C1=CC=CC=C1)C1=C(C(=NN1C1CCCC1)C1=CC=C(C=C1)CC(=O)O)C#N [4-(5-anilino-4-cyano-1-cyclopentyl-pyrazol-3-yl)phenyl]acetic acid